2-hydroxyethyl-4-[(4R)-4-[(1R,3aS,3bS,7S,9aR,9bS,11aR)-7-hydroxy-9a,11a-dimethyl-1H,2H,3H,3aH,3bH,4H,6H,7H,8H,9H,9aH,9bH,10H,11H,11aH-cyclopenta[a]phenanthren-1-yl]pentanoyl]piperazine OCCN1CCN(CC1)C(CC[C@@H](C)[C@H]1CC[C@@H]2[C@@]1(CC[C@@H]1[C@]3(CC[C@@H](CC3=CC[C@@H]21)O)C)C)=O